C(#N)C=1C=CC(=NC1)N[C@@H]1CC[C@H](CC1)N(C(=O)NCC=1SC=CN1)C1=CC=C(C=C1)C=1C=NN(C1)C 1-(trans-4-((5-cyanopyridin-2-yl)amino)cyclohexyl)-1-(4-(1-methyl-1H-pyrazol-4-yl)phenyl)-3-(1,3-thiazol-2-ylmethyl)urea